2'-(3-amino-2-fluorophenyl)-3-chloro-4-((1S,2S)-2-(5-chloropyridin-3-yl)cyclopropyl)-5',6-dimethyl-2H-[1,4'-bipyridin] NC=1C(=C(C=CC1)C1=NC=C(C(=C1)N1CC(=C(C=C1C)[C@@H]1[C@H](C1)C=1C=NC=C(C1)Cl)Cl)C)F